ethyl (S)-3-((4-cyano-3-(trifluoromethyl)phenyl)amino)-2-hydroxypropanoate C(#N)C1=C(C=C(C=C1)NC[C@@H](C(=O)OCC)O)C(F)(F)F